C(C)(C)(C)OC(=O)N(C(OC(C)(C)C)=O)C1=C(C=2C(=NC=C(C2S1)F)Br)C#N tert-butyl (tert-butoxycarbonyl)(4-bromo-3-cyano-7-fluorothieno[3,2-c]pyridin-2-yl)carbamate